C1(=CC=CC=C1)COC([C@H](CC(C)C)NS(=O)(=O)CC1=CC=CC=C1)=O (S)-4-methyl-2-(phenylmethylsulfonylamino)pentanoic acid phenylmethyl ester